fluoroozone F[OH+](=O)[O-]